(3R)-3-{[7-chloro-2-(1,3-dimethyl-1H-pyrazol-4-yl)[1,2,4]triazolo[1,5-c]quinazolin-5-yl]amino}azepan-2-one ClC1=CC=CC=2C=3N(C(=NC12)N[C@H]1C(NCCCC1)=O)N=C(N3)C=3C(=NN(C3)C)C